2-[4-(4-methoxyphenoxy)phenyl]-7-[1-(prop-2-enoyl)piperidin-4-yl]-4,5,6,7-tetrahydro-2H-pyrazolo[4,3-b]pyridine-3-carboxamide COC1=CC=C(OC2=CC=C(C=C2)N2N=C3C(NCCC3C3CCN(CC3)C(C=C)=O)=C2C(=O)N)C=C1